ClC1=C(C=C(C=C1)[N+](=O)[O-])C1=[N+](C=CC=C1)[O-] 2-(2-chloro-5-nitrophenyl)pyridine-N-oxide